[Zn].[Hf].OC1=C(C=C(C=C1)C(C)=O)OC 1-(4-hydroxy-3-methoxyphenyl)ethan-1-one hafnium-zinc